P(=O)(O)(O)OC[C@@H]1[C@H]([C@H]([C@@H](O1)N1C(=NC=2C(=O)N3C(NC=C3)N(C12)C1=CC=CC=C1)SC1=CC=C(C=C1)O)O)O 8-(4-hydroxyphenylthio)-3-phenyl-1,N2-ethenoguanosine-5'-monophosphate